3-(2-methyl-4-oxo-5-((4-(piperidin-1-ylmethyl)phenethyl)thio)quinazolin-3(4H)-yl)piperidine-2,6-dione CC1=NC2=CC=CC(=C2C(N1C1C(NC(CC1)=O)=O)=O)SCCC1=CC=C(C=C1)CN1CCCCC1